CC1=CC=C(C=C1)S(=O)(=O)OCC1(CCC2(OCCO2)CC1)C (8-methyl-1,4-dioxaspiro[4.5]decan-8-yl)methyl 4-methylbenzenesulfonate